1-phenyl-2-chloropropane C1(=CC=CC=C1)CC(C)Cl